4-amino-3-hydroxy-pyrimidine NC=1N(CN=CC1)O